NC1=C(C(=C(C#N)C=C1[N+](=O)[O-])N(C)C1=CC=C(C=C1)OC)C1=C(C(=CC=C1C)OC)C 4-Amino-3-(3-methoxy-2,6-dimethyl-phenyl)-2-[(4-methoxyphenyl)-methylamino]-5-nitro-benzonitrile